FC1(C(N(C2=C(O1)C=C(C(=C2)C2=C(C(=C(C(=C2F)F)F)F)F)F)CC(=O)N2[C@@H](CCC2)C(=O)OC)=O)F methyl (2-(2,2,7-trifluoro-3-oxo-6-(perfluorophenyl)-2,3-dihydro-4H-benzo[b][1,4]oxazin-4-yl)acetyl)-L-prolinate